BrC=1C=C(OC(C1OCCOC)=O)C(=O)O 4-bromo-5-(2-methoxyethoxy)-6-oxopyran-2-carboxylic acid